[2-fluoro-6-[1-methyl-4-(trifluoromethyl)imidazol-2-yl]-3-pyridyl]methanol FC1=NC(=CC=C1CO)C=1N(C=C(N1)C(F)(F)F)C